(2S,5S)-5-{(S)-3-Methyl-2-[(pyridine-2-carbonyl)-amino]-butyrylamino}-4-oxo-1,2,4,5,6,7-hexahydro-azepino[3,2,1-hi]indole-2-carboxylic acid (1H-[1,2,3]triazol-4-ylmethyl)-amide N1N=NC(=C1)CNC(=O)[C@H]1N2C3=C(C=CC=C3C1)CC[C@@H](C2=O)NC([C@H](C(C)C)NC(=O)C2=NC=CC=C2)=O